tert-Butyl 4-[4-(2-aminoethyl)-2-chlorophenyl]piperazine-1-carboxylate NCCC1=CC(=C(C=C1)N1CCN(CC1)C(=O)OC(C)(C)C)Cl